C1(CCCCC1)NC(\C=C\C1=C(C=CC=C1)O)=O (E)-N-cyclohexyl-3-(2-hydroxyphenyl)acrylamide